COC(C(CBr)(F)F)=O.BrC1=NC(=NC=C1C1CC1)C=1C=NC(=C(C1)S(=O)(=O)CC)C=1C=C2N(C=C(C=C2N1)C(F)(F)F)CC 4-bromo-5-cyclopropyl-2-[5-(ethanesulfonyl)-6-[4-ethyl-6-(trifluoromethyl)pyrrolo[3,2-b]pyridin-2-yl]pyridin-3-yl]pyrimidine methyl-3-bromo-2,2-difluoropropionate